FC(C=1C=C(C=C(C1)C(F)(F)F)C1=NN2C(=NC=3C=CC=CC3C2=N1)N[C@@H](C(=O)N)CC)(F)F (2R)-2-({2-[3,5-bis(trifluoromethyl)phenyl][1,2,4]triazolo[1,5-c]quinazolin-5-yl}amino)butanamide